(R)-6-fluoro-5-(1-(2-fluorophenyl)ethyl)-3-(((1-methyl-1H-pyrazol-3-yl)methyl)amino)-4H-benzo[e][1,2,4]thiadiazine 1,1-dioxide FC=1C=CC2=C(NC(=NS2(=O)=O)NCC2=NN(C=C2)C)C1[C@H](C)C1=C(C=CC=C1)F